N-(2-Hydroxyethyl)-2-Pyrrolidone OCCN1C(CCC1)=O